diphenylcarbazolylbiphenyl C1(=CC=CC=C1)C1=C(C(=C(C=C1)C1=CC=CC=C1)C1=CC=CC=2C3=CC=CC=C3NC12)C1=CC=CC=C1